((2R,3R)-3-(cyclohexylmethoxy)-1-(methylamino)-1-oxobutan-2-yl)carbamic acid tert-butyl ester C(C)(C)(C)OC(N[C@@H](C(=O)NC)[C@@H](C)OCC1CCCCC1)=O